1-{6-methyl-4-[(1-methylcyclopropyl)amino]furo[2,3-d]pyrimidine-5-carbonyl}pyrrolidin-3-ol CC1=C(C2=C(N=CN=C2NC2(CC2)C)O1)C(=O)N1CC(CC1)O